1-octyl-3-methylimidazolium dicyanamide salt [N-](C#N)C#N.C(CCCCCCC)N1C=[N+](C=C1)C